(R)-N'-(((S)-2-fluoro-1,2,3,5,6,7-hexahydro-s-indacen-4-yl)carbamoyl)-6,7-dihydro-5H-pyrazolo[5,1-b][1,3]oxazine-3-sulfonimidamide F[C@H]1CC2=CC=3CCCC3C(=C2C1)NC(=O)N=[S@](=O)(N)C=1C=NN2C1OCCC2